ClC=1C2=C(N=C(N1)SC)C(CC2)(F)F 4-chloro-7,7-difluoro-2-methylsulfanyl-5,6-dihydrocyclopenta[d]pyrimidine